ClC1=NC=CC(=C1Cl)OC1=NN(C2=NC(=CN=C21)N2CCC(CC2)(C)CNC(OC(C)(C)C)=O)CC2=CC=C(C=C2)OC tert-butyl ((1-(3-((2,3-dichloropyridin-4-yl)oxy)-1-(4-methoxybenzyl)-1H-pyrazolo[3,4-b]pyrazin-6-yl)-4-methylpiperidin-4-yl)methyl)carbamate